N1=C(C=CC=C1)COC1=C(C=CC=C1)S(=O)(=O)Cl 2-(Pyridin-2-ylmethoxy)benzenesulfonyl Chloride